C1=NC=CC=2N(C=3C=CC=CC3C21)CC2=CC=C(C(=O)NNCC)C=C2 4-((5H-pyrido[4,3-b]indol-5-yl)methyl)-N'-ethylbenzoic hydrazide